1-(4-chlorophenyl)-3-[1-(4-chlorophenyl)-5-oxopyrrolidin-3-yl]urea ClC1=CC=C(C=C1)NC(=O)NC1CN(C(C1)=O)C1=CC=C(C=C1)Cl